O1C(=CC=C1)C=1CC(C=CC1)(\C=C\C(=O)C1=CC=CC=C1)C1=CC=C(C=C1)OC1=NC2=CC=CC=C2N=C1 3-(furan-2-yl)-1-(4-(quinoxalin-2-yloxy)phenyl)chalcone